5-((3,4-difluoro-2-methylphenyl)amino)-2-(trifluorometh-yl)isonicotinic acid FC=1C(=C(C=CC1F)NC1=CN=C(C=C1C(=O)O)C(F)(F)F)C